2-amino-N-(2-diethylaminoethyl)-2-methyl-propionamide NC(C(=O)NCCN(CC)CC)(C)C